β-Glycidoxypropyltripropoxysilan C(C1CO1)OC(C[Si](OCCC)(OCCC)OCCC)C